CC=1N=CSC1C1=CC=C(C=N1)[C@H](C)NC(OC(C)(C)C)=O tert-Butyl N-[(1S)-1-[6-(4-methylthiazol-5-yl)-3-pyridyl]ethyl]carbamate